CC=1C=CC=2C(C3=CC=C(C=C3OC2C1)C)NC(=O)C=1C(NC(=C(C1)CCC)C(F)(F)F)=O N-(3,6-dimethyl-9H-xanthen-9-yl)-2-oxo-5-propyl-6-(trifluoromethyl)-1,2-dihydropyridine-3-carboxamide